(R)-N-(3,3-difluoro-1-(oxetan-3-yl-3-d)piperidin-4-yl)-4-methoxy-5-(1-(2,2,2-trifluoroethyl)-1H-benzo[d][1,2,3]triazol-6-yl)pyrrolo[2,1-f][1,2,4]triazin-2-amine FC1(CN(CC[C@H]1NC1=NN2C(C(=N1)OC)=C(C=C2)C=2C=CC1=C(N(N=N1)CC(F)(F)F)C2)C2(COC2)[2H])F